F(=O)[O-] fluorite